4-amino-N'-(4-hydroxybenzoyl)-3-(pyrrolidin-1-yl)benzenesulfonohydrazide NC1=C(C=C(C=C1)S(=O)(=O)NNC(C1=CC=C(C=C1)O)=O)N1CCCC1